1-(4-chloro-3-(trifluoromethyl)phenyl)-3-(2,3,4,5-tetrafluorophenyl)urea ClC1=C(C=C(C=C1)NC(=O)NC1=C(C(=C(C(=C1)F)F)F)F)C(F)(F)F